C(C1=CC=CC=C1)NC(=O)N([C@@H]1CC[C@H](CC1)NC(OC(C)(C)C)=O)C=1N=NC(=CC1)Br tert-butyl (trans-4-((benzylcarbamoyl) (6-bromopyridazin-3-yl)amino)cyclohexyl)carbamate